tert-butyl 3-(1-methyl-4-(4-(trifluoromethoxy)phenyl)-1H-benzo[d]imidazol-6-yl)azetidine-1-carboxylate CN1C=NC2=C1C=C(C=C2C2=CC=C(C=C2)OC(F)(F)F)C2CN(C2)C(=O)OC(C)(C)C